benzyl 4-[6-(1-methyl-1H-pyrazol-4-yl)pyrazolo[1,5-a]pyridin-3-yl]piperazine-1-carboxylate CN1N=CC(=C1)C=1C=CC=2N(C1)N=CC2N2CCN(CC2)C(=O)OCC2=CC=CC=C2